(2S)-3,3-bis-(4-hydroxy-3-methoxyphenyl)-propane-1,2-diol OC1=C(C=C(C=C1)C([C@@H](CO)O)C1=CC(=C(C=C1)O)OC)OC